tert-butyl 4-methyl-2-(4-nitrophenyl)-5-oxopiperazine-1-carboxylate CN1CC(N(CC1=O)C(=O)OC(C)(C)C)C1=CC=C(C=C1)[N+](=O)[O-]